O=C1NC(CCC1N1C(C2=CC=C(C=C2C1)CNC([C@H](C1=CC=CC=C1)NC)=O)=O)=O (2S)-N-((2-(2,6-dioxopiperidin-3-yl)-1-oxoisoindoline-5-yl)methyl)-2-(methylamino)-2-phenylacetamide